1-(2-((1-benzyl-1,2,3,6-tetrahydropyridin-4-yl)methoxy)-3-bromophenyl)dihydropyrimidine-2,4(1H,3H)-dione C(C1=CC=CC=C1)N1CCC(=CC1)COC1=C(C=CC=C1Br)N1C(NC(CC1)=O)=O